dibutyl-tin bis(2-ethyl hexyl mercaptoacetate) C(C)C(CSCC(=O)[O-])CCCC.C(C)C(CSCC(=O)[O-])CCCC.C(CCC)[Sn+2]CCCC